2-(2-(2-hydroxy-5-methylphenyl)-2-(2-thienyl)ethyl)-1-methylpyridine bromide [Br-].OC1=C(C=C(C=C1)C)C(CC1N(C=CC=C1)C)C=1SC=CC1